5-phenyl-7-[4-(pyrrolidin-3-ylmethoxy)-phenyl]-3,5-dihydro-pyrrolo[3,2-d]pyrimidin-4-one C1(=CC=CC=C1)N1C=C(C=2N=CNC(C21)=O)C2=CC=C(C=C2)OCC2CNCC2